2-[2-(2-tetrahydropyran-4-ylethyl)-1,3-dioxolan-2-yl]acetyl chloride O1CCC(CC1)CCC1(OCCO1)CC(=O)Cl